ClC1=C(C=CC=C1Cl)SC=1C=2N(C(=NC1)N1CCN(CC1)C)C=CN2 8-((2,3-dichlorophenyl)thio)-5-(4-methylpiperazin-1-yl)imidazo[1,2-c]pyrimidine